methyl 3-sulfamoylthiophene-2-carboxylate S(N)(=O)(=O)C1=C(SC=C1)C(=O)OC